3-(triethylsiloxy)iodobenzene C(C)[Si](OC=1C=C(C=CC1)I)(CC)CC